C(C)(C)N(P([O-])Cl)C(C)C N,N-diisopropylchlorophosphoramidite